FC1(CCN(CC1)C1=NC(=CC(=N1)C1=NN=C(O1)C1=C(C=C(C=C1)NS(=O)(=O)C(CO)C)N1CCC2(CC2)CC1)C)F N-(4-(5-(2-(4,4-difluoropiperidin-1-yl)-6-methylpyrimidin-4-yl)-1,3,4-oxadiazol-2-yl)-3-(6-azaspiro[2.5]oct-6-yl)phenyl)-1-hydroxypropane-2-sulfonamide